FC(CCCCC(=O)O)(F)F 6,6,6-trifluorocaproic acid